C(CCCCCCCCC=CC=CCCCCC)(=O)O octadeca-10,12-dienoic acid